2-(dimethylamino)ethylacrylic acid dimethyl-sulfate COS(=O)(=O)OC.CN(CCC(C(=O)O)=C)C